BrCC1=C2C(=CC(=C1)O2)CBr 2,6-bis(bromomethyl)-1,4-phenylene ether